tert-butyl 2-{6-[(tert-butoxycarbonyl)amino]-1,7-naphthyridin-4-yl}-3-chloro-4-oxo-6H,7H-pyrazolo[1,5-a]pyrazine-5-carboxylate C(C)(C)(C)OC(=O)NC=1C=C2C(=CC=NC2=CN1)C1=NN2C(C(N(CC2)C(=O)OC(C)(C)C)=O)=C1Cl